CC1=CC=C(O1)C=1C=CC2=C(SC(=C2)C(=O)NCC2CCNCC2)C1 6-(5-methylfuran-2-yl)-N-(piperidin-4-ylmethyl)benzo[b]thiophene-2-carboxamide